CC1=C(OC(C(=O)O)(C)C)C(=CC(=C1)CCN1CCN(CC1)CC1=CC=C(C=C1)C(F)(F)F)C 2-(2,6-Dimethyl-4-(2-(4-(4-(trifluoromethyl)benzyl)piperazin-1-yl)ethyl)phenoxy)-2-methylpropanoic acid